NC1=NC=2C=CC(=CC2C2=C1N=CN=C2)C(=O)N(CC2=NC=C(C=C2)C(F)(F)F)C(C)C 5-amino-N-(2-propanyl)-N-((5-(trifluoromethyl)-2-pyridinyl)methyl)pyrimido[4,5-c]quinoline-9-carboxamide